C1(CCCCC1)CC1=C2N=C(NC2=NC=N1)CN1C(C(=CC=C1)NC([C@H](CC\C=C\C(=O)N(C)C)NC(OC)=O)=O)=O methyl (S,E)-(1-((1-((6-(cyclohexylmethyl)-9H-purin-8-yl)methyl)-2-oxo-1,2-dihydropyridin-3-yl)amino)-7-(dimethylamino)-1,7-dioxohept-5-en-2-yl)carbamate